(5-bromo-3-fluoropyridin-2-yl)methanamine hydrochloride salt Cl.BrC=1C=C(C(=NC1)CN)F